C(C(=C)C)(=O)NCCCCCCCCCCCCCCCCCCO methacrylamido-octadecyl alcohol